[N+](=O)([O-])C1=C(C(=C(C(=C1F)[N+](=O)[O-])F)F)OC 2,4-dinitrotrifluoro-methoxybenzene